C(#N)C1=C(C2=C(N(C(N(C2=O)C(C(=O)O)(C)C)=O)CC(OC2CCOCC2)C2=C(C=CC(=C2)F)OC)S1)C 2-(6-cyano-1-(2-(5-fluoro-2-methoxyphenyl)-2-((tetrahydro-2H-pyran-4-yl)oxy)ethyl)-5-methyl-2,4-dioxo-1,2-dihydrothieno[2,3-d]pyrimidin-3(4H)-yl)-2-methylpropionic acid